ethyl (2S,4R)-4-[(2-azidoethoxy)methyl]-4-fluoropyrrolidine-2-carboxylate N(=[N+]=[N-])CCOC[C@]1(C[C@H](NC1)C(=O)OCC)F